1-(bromomethyl)-3-chloro-2-methyl-5-nitrobenzene BrCC1=C(C(=CC(=C1)[N+](=O)[O-])Cl)C